NC1=NC=CC2=C(C=CC=C12)C=1C=C2CCC3(CCN(CC3)CC(=O)OCC)C2=CC1 5-(1-aminoisoquinolin-5-yl)-1'-(2-ethoxy-2-oxoethyl)-2,3-dihydrospiro[indene-1,4'-piperidine]